r-butyl (3R,5'S)-5'-carbamoyl-2-oxo-1H-spiro[imidazo[1,2-b]indazole-3,3'-pyrrolidine]-1'-carboxylate C(N)(=O)[C@@H]1C[C@@]2(CN1C(=O)OCCCC)C(NC=1N2N=C2C=CC=CC12)=O